FC1=CC2=C(N=C(S2)C)C=C1[C@H](C)N1C[C@@H](C[C@@H]1C)OC1=CC=C2C(=N1)CN(C2)C(C)=O 1-(2-(((3r,5S)-1-((S)-1-(6-fluoro-2-methylbenzo[d]thiazol-5-yl)ethyl)-5-methylpyrrolidin-3-yl)oxy)-5,7-dihydro-6H-pyrrolo[3,4-b]pyridin-6-yl)ethan-1-one